COCCCN(C=1N=C(C=2N=C(N=C(C2N1)N1CCC(CC1)OC)N(CCCO)CCCO)N1CCC(CC1)OC)CCCOC 3,3'-((6-(bis(3-methoxypropyl)amino)-4,8-bis(4-methoxypiperidin-1-yl)pyrimido[5,4-d]pyrimidin-2-yl)azanediyl)bis(propan-1-ol)